3-(6-(6-fluoroindoline-1-carbonyl)benzo[d]oxazol-2-yl)piperidine-2,6-dione FC1=CC=C2CCN(C2=C1)C(=O)C1=CC2=C(N=C(O2)C2C(NC(CC2)=O)=O)C=C1